C(C)(C)(C)OC(=O)N1C[C@@H](CC1)NC1=NC(=NC=C1C(=O)OCC)Cl ethyl 4-[[(3R)-1-tert-butoxycarbonylpyrrolidin-3-yl]amino]-2-chloropyrimidine-5-carboxylate